3-Bromo-5-cyclobutyl-6-methylpyridin-2-ol BrC=1C(=NC(=C(C1)C1CCC1)C)O